3-(5-nitrothiophene-2-yl)acrylic acid [N+](=O)([O-])C1=CC=C(S1)C=CC(=O)O